N-(1'-(2-(1,1-difluoroethyl)-6-(1-methyl-1H-1,2,4-triazol-3-yl)pyrimidin-4-yl)-1',2'-dihydrospiro[cyclopropane-1,3'-pyrrolo[3,2-c]pyridin]-6'-yl)acetamide FC(C)(F)C1=NC(=CC(=N1)N1CC2(C=3C=NC(=CC31)NC(C)=O)CC2)C2=NN(C=N2)C